3,6-diphenyl-9-[4-(10-phenyl-9-anthryl)phenyl]Carbazole potassium chloride tetrahydrate O.O.O.O.[Cl-].[K+].C1(=CC=CC=C1)C=1C=CC=2N(C3=CC=C(C=C3C2C1)C1=CC=CC=C1)C1=CC=C(C=C1)C=1C2=CC=CC=C2C(=C2C=CC=CC12)C1=CC=CC=C1